(6aS,6a'S)-3,3'-((pyridine-2,6-diylbis(methylene))bis(oxy))bis(2-methoxy-8-(4-methoxyphenyl)-7,10-dihydrobenzo[e]pyrido[1,2-a][1,4]diazepin-12(6aH)-one) N1=C(C=CC=C1COC=1C(=CC2=C(N=C[C@H]3N(C2=O)CC=C(C3)C3=CC=C(C=C3)OC)C1)OC)COC=1C(=CC3=C(N=C[C@H]2N(C3=O)CC=C(C2)C2=CC=C(C=C2)OC)C1)OC